6-[(7S)-2,7-dimethyl-3-(3,4,5-trifluorophenyl)-5,7-dihydro-4H-pyrazolo[3,4-c]pyridine-6-carbonyl]-3H-1,3-benzoxazol-2-one CN1N=C2[C@@H](N(CCC2=C1C1=CC(=C(C(=C1)F)F)F)C(=O)C1=CC2=C(NC(O2)=O)C=C1)C